NC1=NC=C(C=C1O[C@H](C)C=1C=C(C=CC1)NC(C1=CC(=CC(=C1)C)Cl)=O)Cl (R)-N-(3-(1-((2-amino-5-chloropyridin-3-yl)oxy)ethyl)phenyl)-3-chloro-5-methylbenzamide